4-(Piperazin-1-yl)tetrahydro-2H-pyran-2-one N1(CCNCC1)C1CC(OCC1)=O